CNC1=C2C(=NC=N1)N(N=C2)CC(=O)O 2-(4-(methylamino)-1H-pyrazolo[3,4-d]pyrimidin-1-yl)acetic acid